fluoro butyl-methyl ether C(CCC)COF